((6-bromopyridin-3-yl)methyl)-(2-methoxyethyl)-carbamic acid tert-butyl ester C(C)(C)(C)OC(N(CCOC)CC=1C=NC(=CC1)Br)=O